BrC1=CC=C(C=C1)NC(=O)C12CCC(CC1)(CC2)C(=O)O 4-(4-bromo-phenylcarbamoyl)-bicyclo[2.2.2]octane-1-carboxylic acid